methyl 2-chloro-4-iodo-[1,1'-biphenyl]-3-carboxylate ClC1=C(C=CC(=C1C(=O)OC)I)C1=CC=CC=C1